C(CS)(=O)OCCCC[Si](OC)(OC)OC TRIMETHOXYSILYLBUTYL THIOGLYCOLATE